C1(=CCCC1)[I+]C1=C(C=C(C=C1C)C)C Cyclopent-1-en-1-yl-(mesityl)iodonium